2-((1-methylpiperidin-4-yl)oxy)pyrazolo[1,5-a][1,3,5]triazin CN1CCC(CC1)OC1=NC=2N(C=N1)N=CC2